propan-2-yl-d7 (S)-6-diazo-2-(2-(ethoxy-2,2,2-d3)acetamido)-5-oxohexanoate [N+](=[N-])=CC(CC[C@@H](C(=O)OC(C([2H])([2H])[2H])(C([2H])([2H])[2H])[2H])NC(COCC([2H])([2H])[2H])=O)=O